COC1=NC2=CC=CC=C2C=C1C1=CN=C(N1)[C@H](CCCCCC(CC)=O)NC(=O)C1CC2(C1)CCN(CC2)C (S)-N-(1-(5-(2-methoxyquinolin-3-yl)-1H-imidazol-2-yl)-7-oxononyl)-7-methyl-7-azaspiro[3.5]nonane-2-carboxamide